tert-butyl 7-[2-[4-(4-chlorophenyl)-5-(4-pyridyl)imidazol-1-yl]acetyl]-2,7-diazaspiro[3.4]octane-2-carboxylate ClC1=CC=C(C=C1)C=1N=CN(C1C1=CC=NC=C1)CC(=O)N1CCC2(CN(C2)C(=O)OC(C)(C)C)C1